FC(C=1C=C(C=CC1)NC(C1=CC=CC=C1)=O)(F)F N-[3-(trifluoromethyl)phenyl]-benzamide